(3S,5R)-5-(hydroxymethyl)pyrrolidine OC[C@H]1CCCN1